7-(2-(4-(6-fluorobenzothiophen-4-yl)piperazin-1-yl)ethyl)-1-((2,2,2-trifluoroethoxy)Methyl)-3,4-dihydroquinolin-2(1H)-one FC1=CC2=C(C=CS2)C(=C1)N1CCN(CC1)CCC1=CC=C2CCC(N(C2=C1)COCC(F)(F)F)=O